C1(=CC=CC=C1)C#CC=1C=C2C(=NC=NC2=CC1)N1CC2(C1)CCN(CC2)CC2CCC(CC2)NS(=O)(=O)CC N-((1R,4R)-4-((2-(6-(phenylethynyl)quinazolin-4-yl)-2,7-diazaspiro[3.5]nonan-7-yl)methyl)cyclohexyl)ethanesulfonamide